BrC1=CC=C(C=C1)C#C[C@@H](CO)N1C(=NC=C1)[C@H](C)OC1OCCCC1 (2S)-4-(4-bromophenyl)-2-(2-((1S)-1-((tetrahydro-2H-pyran-2-yl)oxy)ethyl)-1H-imidazol-1-yl)but-3-yn-1-ol